(1,4-dithiane-2,5-diyl)dimethyl thiol S1C(CSC(C1)CS)CS